C(#N)C1CC(CN(C1)C1=NC=NC(=C1)C1=CN=C2N1N=C(C=C2)C(F)F)CNS(=O)(=O)C N-((5-Cyano-1-(6-(6-(difluoromethyl)imidazo[1,2-b]pyridazin-3-yl)pyrimidin-4-yl)piperidin-3-yl)methyl)methanesulfonamide